ClC1([C@@H]([C@H]1C1=CC(=C(C=C1)F)F)C(=O)O)Cl (1S,3S)-2,2-dichloro-3-(3,4-difluorophenyl)cyclopropane-1-carboxylic acid